[O].[V].[Ca].[Pr] praseodymium calcium vanadium oxygen